tert-butyl (R)-pyrrolin-3-ylcarbamate N1C=C(CC1)NC(OC(C)(C)C)=O